2-(4-Fluoro-2-methylphenoxy)-N-(2-oxo-1,2-dihydropyridin-4-yl)-4-(2-oxopyrrolidin-1-yl)benzamide tert-butyl-N-[(2R)-4-hydroxypentan-2-yl]carbamate C(C)(C)(C)OC(N[C@H](C)CC(C)O)=O.FC1=CC(=C(OC2=C(C(=O)NC3=CC(NC=C3)=O)C=CC(=C2)N2C(CCC2)=O)C=C1)C